6-methyl-N-(2-morpholin-4-ylethyl)-2-oxo-5-phenyl-1-[3-(trifluoromethyl)phenyl]-1,2-dihydropyridine-3-carboxamide CC1=C(C=C(C(N1C1=CC(=CC=C1)C(F)(F)F)=O)C(=O)NCCN1CCOCC1)C1=CC=CC=C1